C(C1=CC=CC=C1)N1N=C(C(=C1)F)C(=O)NC1CCC2=C(N(C1=O)C)N=CC=C2 1-benzyl-4-fluoro-N-(9-methyl-8-oxo-6,7,8,9-tetrahydro-5H-pyrido[2,3-b]azepin-7-yl)-1H-pyrazole-3-carboxamide